5-Fluoro-2,3-dimethyl-4-(1,2,3,4-tetrahydroquinolin-6-yl)-1H-indole-7-carboxamide TFA salt OC(=O)C(F)(F)F.FC=1C(=C2C(=C(NC2=C(C1)C(=O)N)C)C)C=1C=C2CCCNC2=CC1